OC=1C(NC2=CC=CC=C2C1C1=C2C=NN(C2=CC=C1)C1OCCCC1)=O 3-Hydroxy-4-[1-(oxan-2-yl)indazol-4-yl]-1H-quinolin-2-one